C(=O)(O)CN(C1=C(OC=2C(NC3=C(C=C(C=C3C2)OC)N(CC(=O)O)CC(=O)O)=O)C=C(C=C1)C)CC(=O)O [2-[bis(carboxymethyl)amino]-5-methylphenoxy]-6-methoxy-8-[bis(carboxy-methyl)amino]quinolone